N1(N=CC=C1O)C=1NN=CC1 2'H-[1,3'-bipyrazol]-5-ol